3-[(5-amino-7-{[(3S)-1-hydroxyhexan-3-yl]amino}-1H-pyrazolo[4,3-d]pyrimidin-1-yl)methyl]-4-methoxy-N-[(3R)-1-methylpyrrolidin-3-yl]benzamide NC=1N=C(C2=C(N1)C=NN2CC=2C=C(C(=O)N[C@H]1CN(CC1)C)C=CC2OC)N[C@H](CCO)CCC